FC1=CC=C(C=C1)C(C)NC 1-(4-fluorophenyl)-N-methylethanamine